(R)-isopropyl 9-(1-((3,5-difluorophenyl)amino)ethyl)-2-morpholino-4-oxo-4H-pyrido[1,2-a]pyrimidine-7-carboxylate FC=1C=C(C=C(C1)F)N[C@H](C)C1=CC(=CN2C1=NC(=CC2=O)N2CCOCC2)C(=O)OC(C)C